FC1=C(C=CC=C1)C=1C(=NC=CC1)C=1N=NN(N1)CC(C)O 5-(3-(fluorophenyl)pyridin-2-yl)-3-(2H-tetrazol-2-yl)propan-2-ol